bis-(4-hydroxyphenyl)sulfone sodium [Na].OC1=CC=C(C=C1)S(=O)(=O)C1=CC=C(C=C1)O